CC(C(CC=C)O)(C)O dimethyl-allyl-ethylene glycol